5-(3,5-dimethyl-4-(4-(tetrahydro-2H-pyran-4-yl)piperazin-1-yl)phenyl)-3-(4-(S-methylsulfonyl)phenyl)-1H-pyrrolo[2,3-b]pyridine CC=1C=C(C=C(C1N1CCN(CC1)C1CCOCC1)C)C=1C=C2C(=NC1)NC=C2C2=CC=C(C=C2)S(=O)(=O)C